FC1=CC=C(C=C1)N1C(=C(C2=C1C=C1C=NN(C1=C2)C(C(C)(C)C)=O)C2=CC=C(C(=O)OCC)C=C2)C2CCOCC2 ethyl 4-(5-(4-fluorophenyl)-1-pivaloyl-6-(tetrahydro-2H-pyran-4-yl)-1,5-dihydropyrrolo[2,3-f]indazol-7-yl)benzoate